magnesium fluoride [F-].[Mg+2].[F-]